FC(C1(CC1)NC(OC[C@H](C1=CC(=C(C=C1)Cl)C(N)=O)N)=O)(F)F (S)-2-amino-2-(3-carbamoyl-4-chlorophenyl)ethyl (1-trifluoromethylcyclopropyl)carbamate